CC=1C(=NC=CC1)C(O)C1CCOCC1 (3-methylpyridin-2-yl)(tetrahydro-2H-pyran-4-yl)methanol